(R)-1-(4-(3-aminopyrrolidin-1-yl)-7-nitrophthalazin-1-yl)azetidine-3-carbonitrile 2,2,2-trifluoroacetate FC(C(=O)O)(F)F.N[C@H]1CN(CC1)C1=NN=C(C2=CC(=CC=C12)[N+](=O)[O-])N1CC(C1)C#N